ethyl (E)-3-((3-butyl-7-(methylthio)-1,1-dioxido-5-phenyl-2,3,4,5-tetrahydro-1,5-benzothiazepin-8-yl)oxy)acrylate C(CCC)C1CS(C2=C(N(C1)C1=CC=CC=C1)C=C(C(=C2)O/C=C/C(=O)OCC)SC)(=O)=O